O=C1[C@H](SCC[C@H](N1)CNS(=O)(=O)C1=NC=CC=C1)C1=CC=C(C=C1)OC1=CC=CC=C1 N-[[(2R,5S)-3-oxo-2-(4-phenoxyphenyl)-1,4-thiazepan-5-yl]methyl]pyridine-2-sulfonamide